C(CCC\C=C/C\C=C/C\C=C/C\C=C/CCCCC)(=O)NCCO Anti-anandamide